6-hexyl octanoate C(CCCCCCC)(=O)OCCCCCC